FC(OC1=CC=C(C=C1)C1=CN=C2N1C=CN=C2NC2=CC(=C(C(=O)N1CCN(CC1)C(=O)N(C)C)C=C2)C)F 4-[4-[[3-[4-(difluoromethoxy)phenyl]imidazo[1,2-a]pyrazin-8-yl]amino]-2-methyl-benzoyl]-N,N-dimethyl-piperazine-1-carboxamide